Cl.IC1=C(OCC(C)N)C(=CC(=C1)[N+](=O)[O-])I 1-(2,6-diiodo-4-nitrophenoxy)propan-2-amine hydrochloride